C(C)(C)(CC)N=[Ta](N(C)C)(N(C)C)N(C)C tert-amyl-iminotri(dimethylamino)tantalum